Morpholine-4-carboxamide TFA salt OC(=O)C(F)(F)F.N1(CCOCC1)C(=O)N